N1-((5,5-difluoro-3-((1r,4r)-4-(methoxymethyl)-4-methylcyclohexyl)-5,6-dihydro-4H-pyrrolo[1,2-b]pyrazol-2-yl)methyl)-N1,N2-dimethylethane-1,2-diamine FC1(CC=2N(N=C(C2C2CCC(CC2)(C)COC)CN(CCNC)C)C1)F